NC(C#N)C1=NC(=NC=C1Br)SC 2-amino-2-(5-bromo-2-(Methylthio)pyrimidin-4-yl)acetonitrile